CN1N=C(C=C1C(F)(F)F)NC(C1=CC=C(C=C1)B1OC(C(O1)(C)C)(C)C)=O N-[1-Methyl-5-(trifluoromethyl)pyrazol-3-yl]-4-(4,4,5,5-tetramethyl-1,3,2-dioxaborolan-2-yl)benzamide